4-(4-isobutylphenyl)-5-methyl-thiazole C(C(C)C)C1=CC=C(C=C1)C=1N=CSC1C